NAPHThYLAMINE NC1C=CC2=CC=CC=C2C=1